N-(4-(4-amino-7-((1R,4R)-4-hydroxycyclohexyl)-7H-pyrrolo[2,3-d]pyrimidin-5-yl)-3-fluorophenyl)-2-oxo-1-phenyl-2,4,6,7-tetrahydro-1H-pyrazolo[5,1-c][1,4]oxazine-3-carboxamide NC=1C2=C(N=CN1)N(C=C2C2=C(C=C(C=C2)NC(=O)C=2C(N(N1C2COCC1)C1=CC=CC=C1)=O)F)C1CCC(CC1)O